C(#N)C(C)(C)C1=CC=C(CN2N=CC(=C2)C(=O)OCC)C=C1 Ethyl 1-(4-(2-cyanoprop-2-yl) benzyl)-1H-pyrazole-4-carboxylate